COC(C(CC)OC1=CC(=C(C=C1)C1=NC(=NC(=N1)C1=CC=CC=C1)C1=CC=CC=C1)O)=O 2-[4-(4,6-diphenyl-1,3,5-triazin-2-yl)-3-hydroxy-phenoxy]butanoic acid methyl ester